1,1,1,3,3,3-hexabromo-2-n-butyldisilazane Br[Si](N([Si](Br)(Br)Br)CCCC)(Br)Br